7-((2-fluoro-3-iodo-6-methyl-5,5-dioxido-6,11-dihydrodibenzo[c,f][1,2]thiazepin-11-yl)amino)heptanoic acid hydrochloride salt Cl.FC=1C(=CC2=C(C(C3=C(N(S2(=O)=O)C)C=CC=C3)NCCCCCCC(=O)O)C1)I